CC1=C(OC(O)(C(CO)(CO)CO)OC2=C(C=CC=C2C)C)C(=CC=C1)C bis(2,6-dimethylphenoxy)pentaerythritol